1,3-bis{2,6-bis(1-isobutyl-3-methyl-butyl)phenyl}-4,5-dichloroimidazol C(C(C)C)C(CC(C)C)C1=C(C(=CC=C1)C(CC(C)C)CC(C)C)N1CN(C(=C1Cl)Cl)C1=C(C=CC=C1C(CC(C)C)CC(C)C)C(CC(C)C)CC(C)C